OC1CN(C1)C(C)=O 1-(3-hydroxyazetidin-1-yl)ethan-1-one